7-isopropyl-4-(4-methoxyphenyl)-11-oxo-2,6,7,11-tetrahydro-1H-furo[2,3-H]pyrido[2,1-a]isoquinoline-10-carboxylic acid C(C)(C)C1N2C(C=3C4=C(C(=CC3C1)C1=CC=C(C=C1)OC)OCC4)=CC(C(=C2)C(=O)O)=O